2'-deoxy-2'-fluoro-5-ethynyluridine F[C@H]1[C@@H](O[C@@H]([C@H]1O)CO)N1C(=O)NC(=O)C(=C1)C#C